(S)-tert-butyl 4-(4-(5-(3-fluoro-2-(methoxycarbonyl)phenoxy)-2-nitropyridin-4-yl)phenyl)-2-methylpiperazine-1-carboxylate FC=1C(=C(OC=2C(=CC(=NC2)[N+](=O)[O-])C2=CC=C(C=C2)N2C[C@@H](N(CC2)C(=O)OC(C)(C)C)C)C=CC1)C(=O)OC